dihydrospiro[cyclopenta[c]pyridine-6,4'-piperidin]-5-amine N1CCC2(CC1)C(=C1C(CNC=C1)=C2)N